2,3-dihydrofuro[2,3-b]pyridin-3-ol O1CC(C=2C1=NC=CC2)O